C(C)(C)(C)OC(=O)N1CC(CCC1)C1=CC=C(C=C1)N=CC1=C(C(=CC=C1)C(=O)OC)N=[N+]=[N-] 3-(4-((2-azido-3-(methoxycarbonyl)benzylidene)amino)phenyl)piperidine-1-carboxylic acid tert-butyl ester